OCC1CC2CCC(CC1C1=CC=C(C=C1)OC)N2C(=O)[O-] 3-(hydroxymethyl)-4-(4-methoxyphenyl)-9-azabicyclo[4.2.1]nonane-9-carboxylate